O=C1NC(CCC1NC(=O)C1=CC=C(C=N1)OCCCN1CCN(CC1)C1=NC=C(C(=O)O)C=C1)=O 6-(4-(3-(6-(2,6-dioxopiperidin-3-ylcarbamoyl)pyridin-3-yloxy)propyl)piperazin-1-yl)nicotinic acid